FC1=C(CS(=O)(=O)N2CCC(CC2)C(=O)NC=2SC3=C(N2)C(=CC(=C3)C)C)C=CC(=C1)F 1-((2,4-Difluorobenzyl)sulfonyl)-N-(4,6-dimethylbenzo[d]thiazol-2-yl)piperidine-4-carboxamide